CC1=C(C=2N(C=C1C1=C(C(=NN1)C=1SC(=C(N1)C)C1CCN(CC1)CC1CCOCC1)CC(F)(F)F)N=CN2)C 2-(5-(7,8-dimethyl-[1,2,4]triazolo[1,5-a]pyridin-6-yl)-4-(2,2,2-trifluoroethyl)-1H-pyrazol-3-yl)-4-methyl-5-(1-((tetrahydro-2H-pyran-4-yl)methyl)piperidin-4-yl)thiazole